dibutylaminomethanol C(CCC)N(CCCC)CO